3-chloro-5-(2-chloro-3,5-dimethoxyphenyl)-4-(2-chloro-4-fluorophenyl)-1-hydroxy-2(1H)-pyridinone ClC=1C(N(C=C(C1C1=C(C=C(C=C1)F)Cl)C1=C(C(=CC(=C1)OC)OC)Cl)O)=O